7-(diethylphosphoryl)-1-[1-(2-fluoroacryloyl)azetidin-3-yl]-3-[4-(trifluoromethyl)phenyl]-2,3-dihydro-1H-imidazo[4,5-b]pyridin-2-one C(C)P(=O)(CC)C1=C2C(=NC=C1)N(C(N2C2CN(C2)C(C(=C)F)=O)=O)C2=CC=C(C=C2)C(F)(F)F